6-(3,5-difluoroanilino)-N-(2,2-dimethylcyclobutyl)-4-methoxy-pyridine-2-carboxamide FC=1C=C(NC2=CC(=CC(=N2)C(=O)NC2C(CC2)(C)C)OC)C=C(C1)F